Nα-Benzoyl-O-ethyl-Nδ-(5-ethylthio-1,2,4-thiadiazol-3-yl)ornithine C(C1=CC=CC=C1)(=O)N[C@@H](CCCNC1=NSC(=N1)SCC)C(=O)OCC